(4-benzyloxy-2,3,5-trifluoro-phenyl)methanol C(C1=CC=CC=C1)OC1=C(C(=C(C=C1F)CO)F)F